CN(C1CC2=C(OC3=C2C=C(C=C3)NS(=O)(=O)C)CC1)C N-(N,N-dimethyl-1,2,3,4-tetrahydro-2-aminodibenzo-fur-8-yl)methanesulfonamide